FC1([C@@H](CC1)NC1CCC(CC1)N)F (1r,4r)-N1-(2,2-Difluorocyclobutyl)cyclohexane-1,4-diamine